CNS(=O)(=O)CC1CCC(CC1)NC1=C2C(=NC=C1C(=O)OCC)NC=C2 Ethyl 4-(((1r,4r)-4-((N-methylsulfamoyl) methyl) cyclohexyl) amino)-1H-pyrrolo[2,3-b]pyridine-5-carboxylate